ClC=1C=C(C=CC1C(C(=O)NCC=1SC=C2C1CN(C2=O)C2C(NC(CC2)=O)=O)C(C)C)C 2-(3-chloro-4-tolyl)-N-((5-(2,6-dioxopiperidin-3-yl)-4-oxo-5,6-dihydro-4H-thieno[3,4-c]pyrrol-1-yl)methyl)-3-methylbutanamide